5-(3,5-dimethylisothiazol-4-yl)pyridin-2-amine CC1=NSC(=C1C=1C=CC(=NC1)N)C